C(C)(C)(C)C=1C=C(C=C(C1)NC)NC(=O)C=1N=NN(C1C)C1=C(C=CC(=C1)OC)OC N-(3-(tert-butyl)-5-(methylamino)phenyl)-1-(2,5-dimethoxyphenyl)-5-methyl-1H-1,2,3-triazole-4-carboxamide